(2R,3R,4S,5R)-2-{6-{2-{(E)-4-[(4-fluorobenzyl)oxy]benzylidene}hydrazino}9H-purin-9-yl}-5-(hydroxymethyl)tetrahydrofuran-3,4-diol FC1=CC=C(COC2=CC=C(\C=N\NC3=C4N=CN(C4=NC=N3)[C@@H]3O[C@@H]([C@H]([C@H]3O)O)CO)C=C2)C=C1